((5-methylfuran-2-yl)methyl)-5-(4,4,5,5-tetramethyl-1,3,2-dioxaborolan-2-yl)pyrimidine CC1=CC=C(O1)CC1=NC=C(C=N1)B1OC(C(O1)(C)C)(C)C